The molecule is a mycinamicin composed of a 16-membered ring macrolactone core, an N,N-dimethylated deoxysugar desosamine and a 2,3-di-O-methylated 6-deoxysugar mycinose. CC[C@@H]1[C@H](/C=C/C=C/C(=O)[C@@H](C[C@@H]([C@@H]([C@H](/C=C/C(=O)O1)C)O[C@H]2[C@@H]([C@H](C[C@H](O2)C)N(C)C)O)C)C)CO[C@H]3[C@@H]([C@@H]([C@@H]([C@H](O3)C)O)OC)OC